FC1=C(C(=C(C(=C1F)F)F)C(F)(F)F)S(=O)(=O)N1CCN(CC1)C=1C2=C(N=CN1)CN(CC2)C2=CC(=CC1=CC=CC=C21)O 4-[4-[4-[2,3,4,5-tetrakis(fluoranyl)-6-[tris(fluoranyl)methyl]phenyl]sulfonylpiperazin-1-yl]-6,8-dihydro-5H-pyrido[3,4-d]pyrimidin-7-yl]naphthalen-2-ol